BrCC1=NC=CC2=C1N=CO2 4-(bromomethyl)oxazolo[4,5-c]pyridine